3-(7-chloro-1H-benzo[d]imidazol-2-yl)-4,4-diethylcyclopent-2-en-1-one ClC1=CC=CC2=C1NC(=N2)C2=CC(CC2(CC)CC)=O